C1(CC1)S(=O)(=O)N1N=CC(=C1)C1=NC=CC(=N1)N 2-(1-(cyclopropylsulfonyl)-1H-pyrazol-4-yl)pyrimidine-4-amine